OC1=C2C(C(C(OC2=CC(=C1)O)C1=CC=CC=C1)=O)O 5,7,4-trihydroxyflavanone